F\C(\C(=O)OCC)=C/C1=NC=CN=C1 ethyl (Z)-2-fluoro-3-(pyrazin-2-yl)acrylate